NN1SCC=C1 2-aminothiazoleN